N2-[3-chloro-2-(4,4-dimethyl-1-piperidyl)phenyl]-N5,N5-dimethyl-thiophene-2,5-disulfonamide ClC=1C(=C(C=CC1)NS(=O)(=O)C=1SC(=CC1)S(=O)(=O)N(C)C)N1CCC(CC1)(C)C